1-((Allyl)methyl)-3,5-diaminobenzene C(C=C)CC1=CC(=CC(=C1)N)N